(R)-2-amino-N-(1-(8-(7-methyl-1-oxo-2,7-diazaspiro[3.5]nonan-2-yl)-1-oxo-2-phenyl-1,2-dihydroisoquinolin-3-yl)ethyl)pyrazolo[1,5-a]pyrimidine-3-carboxamide NC1=NN2C(N=CC=C2)=C1C(=O)N[C@H](C)C=1N(C(C2=C(C=CC=C2C1)N1C(C2(C1)CCN(CC2)C)=O)=O)C2=CC=CC=C2